4-(bicyclo[2.2.1]hept-5-en-2-yl)-1,1,1-trifluoro-2-(trifluoromethyl)butan-2-ol C12C(CC(C=C1)C2)CCC(C(F)(F)F)(O)C(F)(F)F